NC1=NC=2C(=C(C=CC2C2=C1C=NN2C)CN(C(=O)C=2C=NC(=CC2)C2CC2)C2=C(C=C(C=C2)F)S(=O)(=O)C)F N-({4-amino-6-fluoro-1-methyl-1H-pyrazolo[4,3-c]quinolin-7-yl}methyl)-6-cyclopropyl-N-(4-fluoro-2-methanesulfonylphenyl)pyridine-3-carboxamide